1-(4-((3R,4S)-7-hydroxy-3-phenylisochroman-4-yl)phenyl)piperidine-4-carbaldehyde OC1=CC=C2[C@@H]([C@@H](OCC2=C1)C1=CC=CC=C1)C1=CC=C(C=C1)N1CCC(CC1)C=O